C(#N)CCC=1C=CC(=NC1)C(=O)N 5-(2-cyanoethyl)pyridine-2-carboxamide